2,2-diethylbutan C(C)C(C)(CC)CC